The molecule is l-Norleucine substituted at C-6 with a borono group. It is an organoboron compound and a non-proteinogenic L-alpha-amino acid. It derives from a L-norleucine. It is a conjugate acid of a (S)-2-amino-6-boronohexanoate. B(CCCC[C@@H](C(=O)O)N)(O)O